9-(4-chloro-2-methyl-2H-indazol-5-yl)-5-(1,7-diazaspiro[3.5]nonan-7-yl)-7H-imidazo[1,2-c]pyrrolo[3,2-e]pyrimidine ClC=1C2=CN(N=C2C=CC1C1=CNC2=C1C=1N(C(=N2)N2CCC3(CCN3)CC2)C=CN1)C